1-(tert-butyl) 3-methyl (S)-4-(2-fluoro-5-nitropyridin-4-yl)piperazine-1,3-dicarboxylate FC1=NC=C(C(=C1)N1[C@@H](CN(CC1)C(=O)OC(C)(C)C)C(=O)OC)[N+](=O)[O-]